4-(3-(1-acetyl-4-acryloylpiperazin-2-yl)-5-chloro-2-fluorophenyl)-N-methyl-picolinamide C(C)(=O)N1C(CN(CC1)C(C=C)=O)C=1C(=C(C=C(C1)Cl)C1=CC(=NC=C1)C(=O)NC)F